BrC=1C(=C2C(=NC1)NC(=N2)C2=CC=C(C=C2)N2CCN(CC2)CC=2N=CNC2)NC2CCN(CC2)C 6-Bromo-2-{4-[4-(1H-imidazol-4-ylmethyl)piperazin-1-yl]phenyl}-N-(1-methylpiperidin-4-yl)-3H-imidazo[4,5-b]pyridin-7-amine